tert-butyl 4-({2-cyanofuro[2,3-c]pyridin-5-yl}sulfanyl)piperidine-1-carboxylate C(#N)C1=CC=2C(=CN=C(C2)SC2CCN(CC2)C(=O)OC(C)(C)C)O1